N-(3-(3-chlorophenyl)isoxazol-5-yl)-N-methyl-4-(2-methyl-6,7-dihydropyrazolo[1,5-a]pyrimidin-4(5H)-yl)-4-oxobutanamide ClC=1C=C(C=CC1)C1=NOC(=C1)N(C(CCC(=O)N1C=2N(CCC1)N=C(C2)C)=O)C